C(C)(C)(C)OC(C[C@H]1C[C@@H](NC1)C(=O)OC)=O methyl (2R,4R)-4-(2-(tert-butoxy)-2-oxoethyl)pyrrolidine-2-carboxylate